1-((5-(difluoromethyl)-1H-pyrazol-3-yl)methyl)-3-(6-(difluoromethyl)pyridin-2-yl)-1-(2-methoxypyrimidin-5-yl)urea FC(C1=CC(=NN1)CN(C(=O)NC1=NC(=CC=C1)C(F)F)C=1C=NC(=NC1)OC)F